CC1=NNC(=N1)C(F)(F)F 3-methyl-5-(trifluoromethyl)-1H-1,2,4-triazole